2-hydroxy-4-(1-oxo-1,3-dihydro-inden-2-ylidene)-but-2-enoic acid OC(C(=O)O)=CC=C1C(C2=CC=CC=C2C1)=O